CN1N=NC(=C1CNC=1SC(=C(N1)C1=NC=CC=C1)C)C1=CC=C(C=N1)O[C@@H]1C[C@H](CCC1)C(=O)O (1S,3S)-3-((6-(1-methyl-5-(((5-methyl-4-(pyridin-2-yl)thiazol-2-yl)amino)methyl)-1H-1,2,3-triazol-4-yl)pyridin-3-yl)oxy)cyclohexane-1-carboxylic acid